1-{(3S)-1-[3-(2-fluorophenoxy)-6-nitro-2-(trifluoromethyl)phenyl]piperidine-3-yl}methaneamine FC1=C(OC=2C(=C(C(=CC2)[N+](=O)[O-])N2C[C@@H](CCC2)CN)C(F)(F)F)C=CC=C1